C(C)(C)(C)N(C(=O)OC=1C(=NC=C(C1)C=1C=NNC1)C=1N=NC(=CC1)N(C1CC(NC(C1)(C)C)(C)C)C)C1=CC(=CC=C1)NC1=NC(=NC=C1Br)Cl 2-{6-[methyl-(2,2,6,6-tetramethylpiperidin-4-yl)amino]pyridazin-3-yl}-5-(1H-pyrazol-4-yl)pyridin-3-ol tert-butyl-(3-((5-bromo-2-chloropyrimidin-4-yl)amino)phenyl)carbamate